C(C)OC(=O)N1CC(CCC1)C1=CC=C(C=C1)C(NC1=CC(=C(C=C1)C)NC1=NC=CC(=N1)C=1C=NC=CC1)=O 3-{4-[4-Methyl-3-(4-pyridin-3-yl-pyrimidin-2-ylamino)-phenylcarbamoyl]-phenyl}-piperidine-1-carboxylic acid ethyl ester